[I-].CN1C=[N+](C=C1)C N,N'-dimethylimidazolium iodide